S1C(=NC2=C1C=CC=C2)NC(=O)C=2C=CC=C1CCN(CC21)C2=CC=C(C(=N2)C(=O)OC(C)(C)C)C=2C=NN(C2)CC21CC3(CC(CC(C2)(C3)C)(C1)C)C tert-butyl 6-[8-(1,3-benzothiazol-2-ylcarbamoyl)-3,4-dihydroisoquinolin-2(1H)-yl]-3-{1-[(3,5,7-trimethyltricyclo[3.3.1.13,7]dec-1-yl)methyl]-1H-pyrazol-4-yl}picolinate